(R)-tert-butyl 3-methyl-10-oxo-3,4,7,8,9,10-hexahydropyrido[4',3':3,4]pyrazolo[1,5-a]pyrazine-2(1H)-carboxylate C[C@@H]1CC2=NN3C(C(NCC3)=O)=C2CN1C(=O)OC(C)(C)C